(1R,4R)-4-(triphenylmethoxy)cyclohexane-1-carboxylic acid C1(=CC=CC=C1)C(OC1CCC(CC1)C(=O)O)(C1=CC=CC=C1)C1=CC=CC=C1